(3S)-3-benzyl-6-pentyl-1,4-diazaspiro[4.4]nonan-2-one C(C1=CC=CC=C1)[C@H]1C(NC2(N1)C(CCC2)CCCCC)=O